N-(1-cyclopropyl-1-methyl-2-phenyl-ethyl)-1-[(2R)-2-(4-cyclopropyltriazol-1-yl)-3,3-dimethyl-butyryl]-4-hydroxy-pyrrolidine-2-carboxamide C1(CC1)C(CC1=CC=CC=C1)(C)NC(=O)C1N(CC(C1)O)C([C@@H](C(C)(C)C)N1N=NC(=C1)C1CC1)=O